1-[[4-[6-(difluoromethyl)-3-(hydroxymethyl)-2-pyridinyl]phenyl]methyl]pyrrolidin-2-one FC(C1=CC=C(C(=N1)C1=CC=C(C=C1)CN1C(CCC1)=O)CO)F